C(OCC1=CC=C(C=C1)NC([C@H](C(C)C)NC([C@H](CCCNC(=O)N)NC(CCCCCN1C(C=CC1=O)=O)=O)=O)=O)(OC1=CC=C(C=C1)[N+](=O)[O-])=O 4-((S)-2-((S)-2-(6-(2,5-dioxo-2,5-dihydro-1H-pyrrol-1-yl)hexanamido)-5-ureidopentanamido)-3-methylbutanamido)benzyl (4-nitrophenyl) carbonate